(R/S)-1-(6-((2,6-dimethylpyrimidin-4-yl)amino)-4-((2,4,5-trimethyl-4,5-dihydro-2H-[1,2,3]triazolo[4,5-c][1,7]naphthyridin-6-yl)amino)pyridin-3-yl)propan-1-one-3,3,3-d3 CC1=NC(=CC(=N1)NC1=CC(=C(C=N1)C(CC([2H])([2H])[2H])=O)NC1=NC=CC=2C=3C([C@H](N(C12)C)C)=NN(N3)C)C |r|